BrCC1=NOC(=C1)C(F)(F)F 3-(bromo-methyl)-5-(trifluoro-methyl)isoxazole